C(C1=CC=CC=C1)OC1=NC(=CC=C1C1=CC=C(C=C1)N1CCC(CC1)CN1CC(C1)O)OCC1=CC=CC=C1 1-[[1-[4-(2,6-dibenzyloxy-3-pyridyl)phenyl]-4-piperidyl]methyl]azetidin-3-ol